5-(((1-(3-(2,3-dichlorophenyl)-1H-pyrazolo[3,4-b]pyrazin-6-yl)-4-methylpiperidin-4-yl)amino)methyl)-2-(2,6-dioxopiperidin-3-yl)-6-fluoroisoindoline-1,3-dione ClC1=C(C=CC=C1Cl)C1=NNC2=NC(=CN=C21)N2CCC(CC2)(C)NCC=2C=C1C(N(C(C1=CC2F)=O)C2C(NC(CC2)=O)=O)=O